NC1=C(C(=O)N)C=C(C(=C1)OC)OCC1=CC=CC=C1 2-amino-5-(benzyloxy)-4-methoxybenzamide